COC=1C=C(CN2C=NC3=C2C=CC=C3)C=CC1 3-methoxybenzyl-1H-benzo[d]imidazole